3-amino-4-hydroxybutanamide NC(CC(=O)N)CO